C1(=C(C=CC=C1)C=CC=CC1=C(C=CC=C1)C)C 1,4-di(tolyl)-1,3-butadiene